C12COCC(N1)C2 3-oxa-6-azabicyclo[3.1.1]heptan